oxo-monochlorotriazine O=C1NN=NC=C1Cl